C1(=CC=CC2=CC=CC=C12)[C@@H](C)N (R)-(+)-alpha-1-naphthylethylamine